2'-((4-(7-((1H-benzo[d][1,2,3]triazol-6-yl)methyl)-2,7-diazaspiro[4.4]non-2-yl)pyrimidin-5-yl)oxy)-2-cyclopropyl-5'-fluoro-[1,1'-biphenyl]-4-carbonitrile N1N=NC2=C1C=C(C=C2)CN2CC1(CCN(C1)C1=NC=NC=C1OC1=C(C=C(C=C1)F)C1=C(C=C(C=C1)C#N)C1CC1)CC2